E-butanone oxime C\C(\CC)=N/O